6-(2,2'-dichloro-3'-((R)-5-(((5-fluoropyridin-3-yl)methyl)amino)-8-methyl-5,6,7,8-tetrahydro-1,8-naphthyridin-2-yl)-[1,1'-biphenyl]-3-yl)-2-methoxypyridin ClC1=C(C=CC=C1C1=CC=CC(=N1)OC)C1=C(C(=CC=C1)C1=NC=2N(CC[C@H](C2C=C1)NCC=1C=NC=C(C1)F)C)Cl